ClC1=C(C=C2C=C(N=CC2=C1)NC(=O)[C@H]1CC12CCOCC2)N2CCN(CC2)[C@@]2(COC[C@@H]2OC)C (1S)-N-(7-chloro-6-(4-((3R,4R)-4-methoxy-3-methyltetrahydrofuran-3-yl)piperazin-1-yl)isoquinolin-3-yl)-6-oxaspiro[2.5]octane-1-carboxamide